rel-6-((1R,2R)-2-fluorocyclopropane-1-carboxamido)-N-(methyl-d3)-4-(((S)-3,4,5-trimethyl-4,5-dihydro-3H-[1,2,3]triazolo[4,5-c][1,7]naphthyridin-6-yl)amino)pyridazine-3-carboxamide F[C@H]1[C@H](C1)C(=O)NC1=CC(=C(N=N1)C(=O)NC([2H])([2H])[2H])NC1=NC=CC=2C3=C([C@@H](N(C12)C)C)N(N=N3)C |o1:1,2,28|